CC(C)[C@@H](C(=O)O[C@@H]1[C@H](O[C@H]([C@@H]1O)N2C=NC3=C(N=CN=C32)N)COP(=O)(O)O)N The molecule is an L-valyl ester obtained by formal condensation of the carboxy group of L-valine with the 3'-hydroxy group of AMP. It has a role as a Mycoplasma genitalium metabolite. It is an adenosine 5'-phosphate, a L-valyl ester and a purine ribonucleoside 5'-monophosphate. It derives from an adenosine 5'-monophosphate.